Cl.ClC1=NC(=CC(=C1CCN)I)C(F)(F)F 2-(2-chloro-4-iodo-6-(trifluoromethyl)pyridin-3-yl)ethan-1-amine HCl salt